The molecule is an aromatic alcohol that is (but-3-en-1-yl)benzene in which one of the benzylic methylene hydrogens has been replaced by a hydroxy group. It is a secondary alcohol, an aromatic alcohol and an olefinic compound. C=CCC(C1=CC=CC=C1)O